4-methyl-6-oxo-1-(4-fluorophenyl)-1,6-dihydropyridazine-3-amide CC=1C(=NN(C(C1)=O)C1=CC=C(C=C1)F)C(=O)N